C1([C@H](O)[C@@H](O)[C@H](O)[C@H](O1)CO)C=1C(=NC(NC1)=O)NCO 5-glucosylhydroxymethyl-cytosine